C1=CC=CC=2C3=CC=CC=C3C(C12)COC(=O)NCCN1[C@](CCC1)(C(=O)OC1=C(C(=C(C(=C1F)F)F)F)F)C Perfluorophenyl (R)-1-(2-((((9H-fluoren-9-yl)methoxy)carbonyl)amino)ethyl)-2-methylpyrrolidine-2-carboxylate